COCCN1C(C(CC1)NC(=O)C1=C(OC2=C1C=C(C=C2)OCC2=C(N=CS2)C)C)=O N-(1-(2-methoxyethyl)-2-oxopyrrolidin-3-yl)-2-methyl-5-((4-methylthiazol-5-yl)methoxy)benzo-furan-3-carboxamide